BrC1=CC=C(C=C1)NC(=O)NN1C(NC(C1=O)(CC)CCC1=C(C(=O)O)C=CC=C1)=O 2-[2-(1-{[(4-bromophenyl)carbamoyl]amino}-4-ethyl-2,5-dioxoimidazolidin-4-yl)ethyl]benzoic acid